2-(6-{5-chloro-2-[(oxan-4-yl)amino]pyrimidin-4-yl}-1-oxo-2,3-dihydro-1H-isoindol-2-yl)-N-(1-hydroxy-2-methylpropan-2-yl)-N-methylacetamide ClC=1C(=NC(=NC1)NC1CCOCC1)C1=CC=C2CN(C(C2=C1)=O)CC(=O)N(C)C(CO)(C)C